C(C)(=O)OCC1=C(C(=CC=C1CC1=NCCC2=CC(=C(C=C12)OC)OC)OCC1=CC=CC=C1)OC 3-(benzyloxy)-6-((6,7-dimethoxy-3,4-dihydroisoquinolin-1-yl) methyl)-2-methoxybenzyl acetate